COCCOCCOCCOCC(=C)C1=CC=C(C=C1)C(=COCCOCCOCCOC)C 13-(4-(2,5,8,11-tetraoxatetradec-13-en-13-yl)phenyl)-2,5,8,11-tetraoxatetradec-12-ene